CN1CC(C=2C(NC=CC21)=O)(C)NC2=CC(=NC=C2C(=O)NC)NC2=NC=C(C=C2)F 4-((1,3-Dimethyl-4-oxo-4,5-dihydro-1H-pyrrolo[3,2-c]pyridin-3-yl)amino)-6-((5-fluoropyridin-2-yl)amino)-N-methylnicotinamide